(piperazine-1-yl)-carboxylic acid N1(CCNCC1)C(=O)O